[2-chloro-3-[(Z)-2-fluoro-2-(5-formyl-4-methoxy-2-pyridyl)vinyl]phenyl] trifluoromethanesulfonate FC(S(=O)(=O)OC1=C(C(=CC=C1)\C=C(\C1=NC=C(C(=C1)OC)C=O)/F)Cl)(F)F